7-Fluoro-6-(2-hydroxy-2-methylpropoxy)-4-(6-(4-(pyridin-2-oxy)piperidin-1-yl)pyridin-3-yl)pyrazolo[1,5-a]pyridine-3-carbonitrile FC1=C(C=C(C=2N1N=CC2C#N)C=2C=NC(=CC2)N2CCC(CC2)OC2=NC=CC=C2)OCC(C)(C)O